C1(CC1)CN1C=C(C(C(=C1)C(=O)N)=O)C1=NC=C(C=C1)F 1'-(cyclopropylmethyl)-5-fluoro-4'-oxo-1',4'-dihydro-[2,3'-bipyridine]-5'-carboxamide